CC1=C2COC(C2=CC=C1[C@@H]1CN(CCN1)CC=1C=NC(=NC1)N1N=C(N=C1)C#N)=O (R)-1-(5-((3-(4-methyl-1-oxo-1,3-dihydroisobenzofuran-5-yl)piperazin-1-yl)methyl)pyrimidin-2-yl)-1H-1,2,4-triazole-3-carbonitrile